C(=O)[O-].OCC[N+]1=CC(C2=CC=CC=C12)(C)C 1-(2-hydroxyethyl)-3,3-dimethyl-3H-indol-1-ium formate salt